C(C)OC=1C=CC(=NC1)C=1N=C(SC1)N 4-(5-ethoxy-2-pyridyl)thiazol-2-amine